4-((8-Oxo-5,6,7,8-tetrahydroquinolin-3-yl)oxy)butanoic acid O=C1CCCC=2C=C(C=NC12)OCCCC(=O)O